2,5-dichloro-2,5-dimethylhexene ClC(C)(C=CC(C)(C)Cl)C